FC=1C=2N(C=CC1)N=C(C2)[C@@H]2N(CCC1=C2N=CN1)C(=O)C=1OC(=NN1)C=1C=NN(C1)C(F)(F)F (R)-(4-(4-fluoropyrazolo[1,5-a]pyridin-2-yl)-6,7-dihydro-1H-imidazo[4,5-c]pyridin-5(4H)-yl)(5-(1-(trifluoromethyl)-1H-pyrazol-4-yl)-1,3,4-oxadiazol-2-yl)methanone